methyl-1H-benzo[d]imidazole-6-carboxylic acid CN1C=NC2=C1C=C(C=C2)C(=O)O